COC1(OOC(CC1COC=1N=CC2=C(N1)NC(C=C2C)=O)C2=CC=CC=C2)C (3-methoxy-3-methyl-6-phenyl-1,2-dioxan-4-yl)methoxy-5-methylpyrido[2,3-d]pyrimidin-7(8H)-one